(tetrahydro-2H-pyran-4-yl)pyridine-2,5-diamine O1CCC(CC1)C=1C(=NC=C(C1)N)N